C(C)(C)(C)OC(=O)N1CC([C@H](CC1)CN)(F)F.C(C)(C)(C)OC(=O)N[C@H](C(=O)N)CC1=CC=C(C=C1)NC(=O)C1CCCCC1 (2S)-2-[(tert-Butoxycarbonyl)amino]-3-[4-(cyclohexanecarboxamido)phenyl]propanamide (-)-R-Tert-Butyl-4-(Aminomethyl)-3,3-Difluoropiperidine-1-Carboxylate